FC(C(=O)O)(F)F.CC=1N=CN(C1CSC=1NC(C2=C(N1)CCC2)=O)C2COC2 2-(((4-methyl-1-(oxetan-3-yl)-1H-imidazol-5-yl)methyl)thio)-3,5,6,7-tetrahydro-4H-cyclopenta[d]pyrimidin-4-one trifluoroacetate salt